FC(S(=O)(=O)ON1CC2=CC=CC=3C2=C(C1)C=C(C3)N=[N+]=[N-])(F)F 5-azido-1H-benzo[de]isoquinolin-2(3H)-yl trifluoromethanesulfonate